C(CCCCCCCCCCCCCCC)OCCOCCOCCOCCOCCOCCO hexaethyleneglycol monocetyl ether